N-(2,3,6-trifluoro-4-(8-isopropyl-2-((4-((2-methoxyethyl)(methyl)amino)cyclohexyl)amino)-7-oxo-7,8-dihydropyrido[2,3-d]pyrimidin-6-yl)phenyl)propane-1-sulfonamide FC1=C(C(=CC(=C1F)C1=CC2=C(N=C(N=C2)NC2CCC(CC2)N(C)CCOC)N(C1=O)C(C)C)F)NS(=O)(=O)CCC